2-(trans-4-((4-(2-Cyclopropyloxazol-4-yl)pyridin-2-yl)((trans-4-(4-methoxy-3-methylphenyl)-cyclohexyl)methyl)carbamoyl)cyclohexyl)acetic acid C1(CC1)C=1OC=C(N1)C1=CC(=NC=C1)N(C(=O)[C@@H]1CC[C@H](CC1)CC(=O)O)C[C@@H]1CC[C@H](CC1)C1=CC(=C(C=C1)OC)C